FC1=C(C(=C(C(=C1[B-](C1=C(C(=C(C(=C1F)F)F)F)F)(C1=C(C(=C(C(=C1F)F)F)F)F)C1=C(C(=C(C(=C1F)F)F)F)F)F)F)F)F.C(CCCCCCCCCCCCCCCCC)N1C=[NH+]C=C1 1-octadecyl-imidazolium tetrakis(pentafluorophenyl)borate